2-naphthyl(phenylamino)triphenylamine C1=C(C=CC2=CC=CC=C12)C=1C(=C(C=CC1)N(C1=CC=CC=C1)C1=CC=CC=C1)NC1=CC=CC=C1